O1NOC(=C1)C(=O)N [1,3]Dioxazole-4-carboxamide